N(=C=O)C1(CCCCC1)N=C=O isocyanato-cyclohexyl isocyanate